FC(N1N=CC(=C1)C(=O)NC1=NC(=C(C=C1)N1CCN(CC1)CC=1C(=C2NC(C(=NC2=CC1)C(F)F)=O)F)F)F 1-(difluoromethyl)-N-(5-(4-((2-(difluoromethyl)-5-fluoro-3-oxo-3,4-dihydroquinoxalin-6-yl)methyl)piperazin-1-yl)-6-fluoropyridin-2-yl)-1H-pyrazole-4-carboxamide